thiourea carbon [C].NC(=S)N